OC1C(OC(C(C1=O)O)OC)CO 3,5-dihydroxy-2-(hydroxy-methyl)-6-methoxytetrahydro-4H-pyran-4-one